ClC1=C(C(=CC=C1)Cl)N1C(C2=C(N=C(N=C2)S(=O)C)C(=C1)C)=O 6-(2,6-dichlorophenyl)-8-methyl-2-methylsulfinyl-pyrido[4,3-d]pyrimidin-5-one